dibromonickel Br[Ni]Br